5-methyl-8-((3R,4R)-3-methyl-4-(m-tolyloxy)piperidin-1-yl)-6-oxo-5,6-dihydro-1,5-naphthyridine-2,7-dicarbonitrile CN1C=2C=CC(=NC2C(=C(C1=O)C#N)N1C[C@H]([C@@H](CC1)OC=1C=C(C=CC1)C)C)C#N